C(C1=CC=CC=C1)OC(=O)NC(C(=O)OC)=C1CSC1 methyl 2-(((benzyloxy)carbonyl)amino)-2-(thietan-3-ylidene)acetate